FC(C(CC1=NC=CC=C1)N)(F)F 1,1,1-trifluoro-3-(pyridin-2-yl)propan-2-amine